IC1=CN=C2N1N=C(C=C2)C(=O)OCC ethyl 3-iodoimidazo[1,2-b]pyridazine-6-carboxylate